2-oxa-6-azaspiro[3.3]Heptane C1OCC12CNC2